2-butyldecanol C(CCC)C(CO)CCCCCCCC